S1C(=NC2=C1C=CC=C2)NC2=C(C1=C(N=N2)N(CCC1)C1=CC=CC(=N1)C(=O)O)C 6-(3-(benzo[d]thiazol-2-ylamino)-4-methyl-6,7-dihydropyrido[2,3-c]pyridazin-8(5H)-yl)picolinic acid